C([C@@H]1[C@@H]([C@@H]([C@H]([C@H](O1)O)O)O[C@H]2[C@@H]([C@H]([C@H]([C@H](O2)CO)O)O)O)O)O The molecule is a glycosylgalactose that is alpha-D-galactopyranose in which the hydroxy group at position 3 has been converted into the corresponding beta-D-galactopyranoside. It is a glycoside and a glycosylgalactose.